4-([1,1'-biphenyl]-2-yl)-6-chloro-phenyl-1,3,4-triazine C1(=C(C=CC=C1)C1=CC=C(C(=C1)Cl)C1=NC=CN=N1)C1=CC=CC=C1